Cl.ClC1=CC=C(C=C1)NCC1=NC(=NC=C1)C(F)(F)F (4-chlorophenyl)(2-(trifluoromethyl)pyrimidin-4-yl)methylamine hydrochloride